O(C1=CC=CC=C1)C=1C=C(C=CC1)[C@H]1SCC[C@H](NC1=O)CNCC(F)(F)F (2R,5S)-2-(3-phenoxyphenyl)-5-[(2,2,2-trifluoroethylamino)methyl]-1,4-thiazepan-3-one